(3S)-3-(2-(5-(2-(dimethylamino)ethyl)-3-fluoro-2-oxopyridin-1(2H)-yl)-4-methylpentanamido)-3-(4,4',5-trifluoro-2',6'-dimethyl-[1,1'-biphenyl]-3-yl)propanoic acid CN(CCC=1C=C(C(N(C1)C(C(=O)N[C@@H](CC(=O)O)C=1C=C(C=C(C1F)F)C1=C(C=C(C=C1C)F)C)CC(C)C)=O)F)C